C(C)C1=C(C=C(C(=C1)N)CC)N 1,4-diethyl-2,5-diaminobenzene